OC[C@@H]1CC[C@H](CC1)C(=O)NC=1N=CC2=CC=C(C=C2C1)C=1C=NN(C1CN1CCCCC1)C trans-4-(hydroxymethyl)-N-(6-(1-methyl-5-(piperidin-1-ylmethyl)-1H-pyrazol-4-yl)isoquinolin-3-yl)cyclohexane-1-carboxamide